FC=1C=C2N=CC=3N(C(N4C[C@@H](OC(=C2C34)C1C=1C=NC(=CC1)OCCCN1CCCCC1)CN1CCCCC1)=O)C (S)-6-fluoro-2-methyl-7-(6-(3-(piperidin-1-yl)propoxy)pyridin-3-yl)-9-(piperidin-1-ylmethyl)-9,10-dihydro-8-oxa2,4,10a-triazanaphtho[2,1,8-cde]azulene-1(2H)-one